FC1=CC=C(N(C)[C@H]2C[C@@H](N(C[C@H]2C)C2=CC(N(C=3C=CC(=NC23)C#N)C)=O)C)C=C1 8-[(2S,4S,5R)-4-(4-fluoro-N-methyl-anilino)-2,5-dimethyl-1-piperidinyl]-5-methyl-6-oxo-1,5-naphthyridine-2-carbonitrile